C(C)(C)(C)OC(=O)N1CC=2N(CC1)C(=C(N2)Br)CC2=C(C=C(C=C2)F)C(F)(F)F 2-Bromo-3-(4-fluoro-2-(trifluoromethyl)benzyl)-5,6-dihydroimidazo[1,2-a]pyrazine-7(8H)-carboxylic acid Tert-butyl ester